C(C)(C)(C)OC(CN1C(C2=CC(=CC=C2C1)C1=NC(=NC=C1Cl)NC)=O)=O 2-(6-(5-chloro-2-(methylamino)pyrimidin-4-yl)-1-oxoisoindolin-2-yl)acetic acid tert-butyl ester